N-((3-methyl-1-phenyl-1H-pyrazol-5-yl)oxy)methylbenzamide CC1=NN(C(=C1)OCNC(C1=CC=CC=C1)=O)C1=CC=CC=C1